N-[2-(3,3-difluoropyrrolidin-1-yl)-4-(2-fluorophenyl)-3-pyridyl]spiro[2H-benzofuran-3,4'-piperidine]-1'-carboxamide FC1(CN(CC1)C1=NC=CC(=C1NC(=O)N1CCC2(CC1)COC1=C2C=CC=C1)C1=C(C=CC=C1)F)F